BrC=1N=C2N(C=CC=N2)C1S(=O)(=O)NC=1C(=NC(=C(C1)F)OCC(F)F)OC bromo-N-[6-(2,2-difluoroethoxy)-5-fluoro-2-methoxy-3-pyridinyl]imidazo[1,2-a]pyrimidine-3-sulfonamide